FC1=C(C(=CC(=C1)C(C1=CC=C(C=C1)O)C1=CC=C(C=C1)O)F)C1=CC=CC=C1 4,4'-((2,6-difluoro-[1,1'-biphenyl]-4-yl)methylene)diphenol